CSC(CC=O)C 3-(METHYLTHIO)BUTANAL